O1C2=C(OCC1)C=C(C=C2)OC2CCN(CC2)C2=C(N=C1N(N=CC(=C1C)C)C2=O)COC (4-((2,3-Dihydrobenzo[b][1,4]dioxin-6-yl)oxy)piperidin-1-yl)-2-(methoxymethyl)-8,9-dimethyl-4H-pyrimido[1,2-b]pyridazin-4-one